ClC1=C(C=C2C(C(NC2=C1)=O)=C(O)C1=CC(=CC=C1)C(F)F)C1=CC=C(C=C1)N1CCOCC1 6-Chloro-3-[1-(3-difluoromethyl-phenyl)-1-hydroxy-methylidene]-5-(4-morpholin-4-yl-phenyl)-1,3-dihydro-indol-2-one